C(C)C(CNC([C@@H](NC([C@@H](NC(C)=O)C)=O)C)=O)CCCC N-acetyl-L-alanyl-L-alanine (2-ethylhexyl) amide